N-(4-(5-chloropyridin-3-yl)-2-fluorophenyl)-2-(2-(cyclopropanesulfonamido)thiazol-4-yl)butanamide ClC=1C=C(C=NC1)C1=CC(=C(C=C1)NC(C(CC)C=1N=C(SC1)NS(=O)(=O)C1CC1)=O)F